BrC1=CC=C(S1)C(=O)NC1CC(CCC1)N1C(=NC=2C=NC(=CC21)C(=O)OC)C2=NC=CC=C2 methyl 1-(3-(5-bromothiophene-2-carboxamido)cyclohexyl)-2-(pyridin-2-yl)-1H-imidazo[4,5-c]pyridine-6-carboxylate